C1=CC=CC=2N(CC3=C(C#CC21)C=CC=C3)C(CCC(=O)ON3CCCC3)=O 1-{[4-(11,12-didehydrodibenzo[b,f]azocin-5(6H)-yl)-4-oxobutanoyl]oxy}pyrrolidin